N-(3-(2-(1-amino-2-hydroxypropan-2-yl)-6-(4-fluorophenyl)pyridin-4-yl)-3-methylbutan-2-yl)-2-methylpropane-2-sulfinamide NCC(C)(O)C1=NC(=CC(=C1)C(C(C)NS(=O)C(C)(C)C)(C)C)C1=CC=C(C=C1)F